C(#N)C1=CC=C(C=C1)N1CCOCC1 4-(4-cyanophenyl)-morpholine